[Si](C)(C)(C(C)(C)C)OCCC=1N=C(SC1)C1(CCC(CC1)N1C(C2=CC(=CC(=C2C1)C)NCCN(C)C)=O)C(=O)N (4-(2-((tert-Butyldimethylsilyl)oxy)ethyl)thiazol-2-yl)-4-(6-((2-(dimethylamino)ethyl)amino)-4-methyl-1-oxoisoindolin-2-yl)cyclohexane-1-carboxamide